ClC1=C(C(=CC=C1)Cl)N1N=C(C(=C1)NC1=CC=C(C=C1)C1=NC=CC=C1CC)C(=O)N 1-(2,6-dichlorophenyl)-4-((4-(3-ethylpyridin-2-yl)phenyl)amino)-1H-pyrazole-3-carboxamide